O1C(C(=CC(=C1)CC(=O)[O-])CC(=O)[O-])CC(=O)[O-] 2H-pyran-2,3,5-Triyltriacetate